N-(4-(2-formylphenyl)thiazol-2-yl)-5-(4-(methylsulfonyl)piperazin-1-yl)picolinamide C(=O)C1=C(C=CC=C1)C=1N=C(SC1)NC(C1=NC=C(C=C1)N1CCN(CC1)S(=O)(=O)C)=O